4-[(4-methoxyphenyl)methoxy]-1,3-benzoxazole COC1=CC=C(C=C1)COC1=CC=CC2=C1N=CO2